NC=1C(=NN(C1)CC(=O)OCC)C(N)=O Ethyl 2-(4-amino-3-carbamoyl-pyrazol-1-yl)acetate